CC1=CC=C(C=C1)S(=O)(=O)O.C(C)(CC)OC=1C=C2C(=CNC2=CC1)C=1CCN(CC1)CCCC=1C=NN(C1)C1CCCC1 5-sec-butoxy-3-[1,2,3,6-tetrahydro-1-[3-[1-cyclopentyl-1H-pyrazol-4-yl]propyl]-4-pyridinyl]-1H-indole p-toluenesulfonate